N(=C=O)CCC[Si](O[Si](C=C)(C)C)(C)C 1-(3-isocyanatopropyl)-1,1,3,3-tetramethyl-3-vinyldisiloxane